OC(COC1=CC=C(C=C1)[IH+])CCCCCCCCCCCC 4-(2-hydroxytetradecyloxy)phenyliodonium